FC(CCC)([N+](CCCC)(CCCC)CC(=O)O)F difluorocarboxymethyltris-n-butylammonium